FC(C(C(O)(F)F)(F)F)(C)F hexafluoro-1-n-butanol